C(CC)N(CCC)CCCCCCNCCCCCCN(CCC)CCC bis[6-(N,N-Dipropylamino)hexyl]amin